[Si](C)(C)(C(C)(C)C)OCC(C(=O)O)NC(=O)OCC1C2=CC=CC=C2C=2C=CC=CC12 3-[tert-butyl(dimethyl)silyl]oxy-2-(9H-fluoren-9-ylmethoxycarbonylamino)propionic acid